FC=1C(=CC=C2C=CNC12)NCCC(=O)O 3-((7-fluoro-1H-indol-6-yl)amino)propanoic acid